2-(9-(pyridin-2-yl)-6-oxaspiro[4.5]decan-9-yl)ethane-1,1-d2-1-amine N1=C(C=CC=C1)C1(CCOC2(CCCC2)C1)CC(N)([2H])[2H]